(2Z)-6-bromo-1,1-dipropoxy-2-hexene BrCCC\C=C/C(OCCC)OCCC